C(C)(C)(C)C=1C=C(N(N1)C1=CC=CC=C1)NC(OCC(Cl)(Cl)Cl)=O 2,2,2-trichloroethyl N-(5-tert-butyl-2-phenyl-pyrazol-3-yl)carbamate